C(C=1C(O)=CC=CC1)(=O)OC=CCCCC 3-Cis-Hexenyl Salicylate